C(#N)C=1C2=C(SC1NC(C(C)SC(C(=O)O)C)=O)CCCC2 2-((1-((3-cyano-4,5,6,7-tetrahydrobenzo[b]thiophen-2-yl)amino)-1-oxopropan-2-yl)thio)propanoic acid